BrCCCCCCCCCCC=1C(=C(C=CC1)C)C (10-bromodecyl)-1,2-dimethyl-benzene